(S)-3-methyl-2-(6-(4-(2-(methylsulfonyl)pyrimidin-5-yl)-1H-1,2,3-triazol-1-yl)hexanamido)butyramide CC([C@@H](C(=O)N)NC(CCCCCN1N=NC(=C1)C=1C=NC(=NC1)S(=O)(=O)C)=O)C